4-((4-(4-(1H-1,2,3-triazol-1-yl)butyl)phenoxy)methyl)-2-(5-fluoro-7-nitro-1H-indol-2-yl)oxazole N1(N=NC=C1)CCCCC1=CC=C(OCC=2N=C(OC2)C=2NC3=C(C=C(C=C3C2)F)[N+](=O)[O-])C=C1